tert-butyl (S)-(5-(2-amino-7-ethynyl-1H-benzo[d]imidazol-1-yl)hexyl)carbamate NC1=NC2=C(N1[C@H](CCCCNC(OC(C)(C)C)=O)C)C(=CC=C2)C#C